ClC1=C(C=C(C(=C1)F)C(NC1=NC=C(C=C1)OC(C)C)=O)NC(=O)C1=CN=C(S1)C N-[2-chloro-4-fluoro-5-[(5-propan-2-yloxypyridin-2-yl)carbamoyl]phenyl]-2-methyl-1,3-thiazole-5-carboxamide